(R)-3-(1-acetyl-4-hydroxypiperidin-4-yl)-5-((1-(3-(difluoromethyl)-2-fluorophenyl)ethyl)Amino)-1,7-dimethyl-2-oxo-1,2-dihydro-1,6-naphthyridin-8-yl triflate O(S(=O)(=O)C(F)(F)F)C=1C(=NC(=C2C=C(C(N(C12)C)=O)C1(CCN(CC1)C(C)=O)O)N[C@H](C)C1=C(C(=CC=C1)C(F)F)F)C